tertiarybutyl orthosilicate [Si](OC(C)(C)C)([O-])([O-])[O-]